1-[2-(piperazine-1-yl)pyrimidine-5-yl]ethanone Dimethyl-(2S,4R)-2-((tert-butoxycarbonyl)amino)-4-(cyanomethyl)pentanedioate COC([C@H](C[C@@H](C(=O)OC)CC#N)NC(=O)OC(C)(C)C)=O.N1(CCNCC1)C1=NC=C(C=N1)C(C)=O